C(C)C=1C(=CC=C2C=C(C=C(C12)C1=C(C=2N=C(N=C(C2C=N1)N1C[C@@]2(CC[C@@H]2C1)O)OC[C@]12CCCN2C[C@@H](C1)F)F)O)F (1S,5r)-3-(7-(8-ethyl-7-fluoro-3-hydroxynaphthalen-1-yl)-8-fluoro-2-(((2r,7as)-2-fluorohexahydro-1H-pyrrolizin-7a-yl)methoxy)pyrido[4,3-d]pyrimidin-4-yl)-3-azabicyclo[3.2.0]heptan-1-ol